(R)-5-bromo-1-((4-hydroxy-1-(3-phenylbutyryl)piperidin-4-yl)methyl)-4-phenylpyridin-2(1H)-one BrC=1C(=CC(N(C1)CC1(CCN(CC1)C(C[C@@H](C)C1=CC=CC=C1)=O)O)=O)C1=CC=CC=C1